(3,4-epoxycyclohexyl)-propyltrimethoxysilane C1(CC2C(CC1)O2)CO[Si](OC)(OC)CCC